ClC1=C(C=C(C=C1N[C@@H](C)C1CCNCC1)C1=NNC(O1)=O)C1CC1 5-(4-Chloro-3-cyclopropyl-5-{[(1S)-1-(piperidin-4-yl)ethyl]amino}phenyl)-1,3,4-oxadiazol-2(3H)-one